1-Methyl-4-[(1-methyl-4-piperidyl)methyl]piperidin CN1CCC(CC1)CC1CCN(CC1)C